FC1=CC=CC=2N1N=C(C2)[C@@H]2N(CCC1=C2N=CN1)C(=O)C=1OC(=NN1)C1=NC=C(C=C1)OC (R)-(4-(7-fluoropyrazolo[1,5-a]pyridin-2-yl)-6,7-dihydro-1H-imidazo[4,5-c]pyridin-5(4H)-yl)(5-(5-methoxypyridin-2-yl)-1,3,4-oxadiazol-2-yl)methanone